O[C@H]1C[C@H](C1)C1CC(=NO1)C12CC(C1)(C2)NC(OC(C)(C)C)=O tert-butyl (3-{5-[cis-3-hydroxycyclobutyl]-4,5-dihydro-1,2-oxazol-3-yl}bicyclo[1.1.1]pentan-1-yl)carbamate